5-bromo-4-fluoroisobenzofuran-1(3H)-one BrC=1C(=C2COC(C2=CC1)=O)F